3-Methyl-1-penten-3-ol CC(C=C)(CC)O